CC1(N(CCC1)CC(=O)NC=1C=C(C(=NC1)C)C=1N2C(SC1C=1C=NN(C1)C(CO)(C)C)=C(C=N2)C(=O)N)C (5-(2-(2,2-dimethylpyrrolidin-1-yl)acetamido)-2-methylpyridin-3-yl)-2-(1-(1-hydroxy-2-methylpropan-2-yl)-1H-pyrazol-4-yl)pyrazolo[5,1-b]thiazole-7-carboxamide